OC=1C(OC(=CC1O)\C=C\C1=C(C=CC=C1)O)=O (E)-3,4-dihydroxy-6-(2-hydroxystyryl)-2H-pyran-2-one